(1R,2R,3S,4R,5S)-N-(3,4-dichlorophenyl)-5-hydroxy-3-(1-methyl-1H-pyrazole-3-Yl)-7-oxabicyclo[2.2.1]Heptane-2-carboxamide ClC=1C=C(C=CC1Cl)NC(=O)[C@H]1[C@H]2C[C@@H]([C@@H]([C@@H]1C1=NN(C=C1)C)O2)O